C1OCC2=CC(=CC=C12)NC=1C(C(C1NCC1=NC=CC=C1)=O)=O 3-((1,3-dihydroisobenzofuran-5-yl)amino)-4-((pyridin-2-ylmethyl)amino)cyclobut-3-ene-1,2-dione